4-bromo-6-chloro-1-methyl-1H-benzo[d]imidazole BrC1=CC(=CC=2N(C=NC21)C)Cl